BrC=1C=CC(=NC1)N1CC2N(C(C1)C2)CC2=C(C=CC=C2F)O 2-((3-(5-bromopyridin-2-yl)-3,6-diazabicyclo[3.1.1]heptan-6-yl)methyl)-3-fluorophenol